Tert-Butyl cis-3-amino-2-((6-(3-fluorophenyl)pyridin-2-yl)methyl)pyrrolidine-1-carboxylate N[C@@H]1[C@@H](N(CC1)C(=O)OC(C)(C)C)CC1=NC(=CC=C1)C1=CC(=CC=C1)F